C(#N)OC1=CC=C(C=C1)C1=C(C(=O)O)C=CC(=C1)OC#N.C(#N)OC1=CC=C(C=C1)OC(C1=CC=C(C=C1)OC#N)=O 4-cyanooxybenzoic acid-4-cyanooxyphenyl ester (4-cyanooxyphenyl-4-cyanooxybenzoate)